N1=CN=CN=C1 6Z-1,3,5-triazine